Cl.NC(C)C1=C(N(C2=C(C=CC=C2C1=O)Cl)C)C1=CC=CC=C1 3-(1-aminoethyl)-8-chloro-1-methyl-2-phenylquinolin-4(1H)-one hydrochloride